CS(=O)(=O)C1=CC=C(CN2C(=C(C3=CC=CC=C23)C)C=2C=NC=CC2)C=C1 1-(4-Methanesulfonyl-benzyl)-3-methyl-2-pyridin-3-yl-1H-indole